C(#N)C1=C(OC2=CC(=NC=N2)OC2=C(C=CC=C2)/C(/C(=O)OC)=C\OC)C=CC=C1 methyl (E)-2-{2-[6-(2-cyanophenoxy)pyrimidin-4-yloxy]phenyl}-3-methoxy-acrylate